CC=1OCCCN1 2-Methyl-5,6-dihydro-4H-1,3-oxazin